5-bromo-3-[6-(3-piperidyl)-2-pyridyl]pyrazolo[1,5-a]pyridine BrC1=CC=2N(C=C1)N=CC2C2=NC(=CC=C2)C2CNCCC2